perfluoro-3,6-dioxadecanoic acid FC(C(=O)O)(OC(C(OC(C(C(C(F)(F)F)(F)F)(F)F)(F)F)(F)F)(F)F)F